5-diazo-[2,2'-binaphthyl] [N+](=[N-])=C1C=2C=CC(=CC2C=CC1)C1=CC2=CC=CC=C2C=C1